2-(2-hydroxyethyl)glycine OCCC(N)C(=O)O